trans-4-[5-bromo-2-[(2S)-pentan-2-ylamino]pyrrolo-[2,3-d]pyrimidin-7-yl]cyclohexan-1-ol BrC1=CN(C=2N=C(N=CC21)N[C@@H](C)CCC)[C@@H]2CC[C@H](CC2)O